(S)-quinuclidin-3-yl (5-(4-isobutylphenyl)-2,2-dimethyl-2,3-dihydro-1H-inden-1-yl)carbamat C(C(C)C)C1=CC=C(C=C1)C=1C=C2CC(C(C2=CC1)NC(O[C@@H]1CN2CCC1CC2)=O)(C)C